methyl 4-((3-amino-6-phenylpyridin-2-yl)amino)-2-fluorobenzoate NC=1C(=NC(=CC1)C1=CC=CC=C1)NC1=CC(=C(C(=O)OC)C=C1)F